OC1=CC=C(C=C2N=C(N(C2=O)C)C=CC(=O)OC)C=C1 methyl 3-(4-(4-hydroxybenzylidene)-4,5-dihydro-1-methyl-5-oxo-imidazol-2-yl)acrylate